BrC=1C(=CC=C2C(=C(NC12)C(=O)OCC)CCCOC1=CC=CC2=CC(=CC=C12)F)Cl ethyl 7-bromo-6-chloro-3-{3-[(6-fluoronaphthalen-1-yl) oxy] propyl}-1H-indole-2-carboxylate